OC1CCN(CC1)C1=NC(=NC(=C1)OCC=1C=NC=CC1)NC=1SC(=C(N1)C)C(=O)OCC 2-[[4-[4-hydroxy-1-piperidinyl]-6-[[(3-pyridinylmethyl)]oxy]-2-pyrimidinyl]amino]-4-methyl-5-thiazolecarboxylic acid, ethyl ester